1-(6-(1-((1-(3-((4-((5-isopropylpyrimidin-2-yl)amino)piperidin-1-yl)sulfonyl)-phenyl)piperidin-4-yl)methyl)piperidin-4-yl)-1-methyl-1H-indazol-3-yl)dihydropyrimidine-2,4(1H,3H)-dione C(C)(C)C=1C=NC(=NC1)NC1CCN(CC1)S(=O)(=O)C=1C=C(C=CC1)N1CCC(CC1)CN1CCC(CC1)C1=CC=C2C(=NN(C2=C1)C)N1C(NC(CC1)=O)=O